C(CC1=CC=CC=C1)O racemic-phenethyl alcohol